P(OCCCCCCCCCCCCCCCCCC)(OCCCCCCCCCCCCCCCCCC)OCCCCCCCCCCCCCCCCCC Trioctadecyl phosphit